BrC=1C=C2CCN(C2=CC1C)C(C(=C)C)=O 1-(5-bromo-6-methylindolin-1-yl)-2-methylprop-2-en-1-one